C(C1=CC=CC=C1)N1C(CC(CC1)C=1C=C2CN(C(C2=CC1)=O)C1C(NC(CC1)=O)=O)=O 3-(5-(1-benzyl-2-oxopiperidin-4-yl)-1-oxoisoindolin-2-yl)piperidine-2,6-dione